2,2-diphenylbenzo[d][1,3]dioxol-4-yl 3-(2-(trifluoromethyl) phenethyl)-1H-pyrazole-5-carboxylate FC(C1=C(CCC2=NNC(=C2)C(=O)OC2=CC=CC=3OC(OC32)(C3=CC=CC=C3)C3=CC=CC=C3)C=CC=C1)(F)F